3-Aminopropyl(methoxydimethylsilan) NCCC[Si](C)(C)OC